2,7-bis{4-[(3-dimethylaminobutyl)iminomethyl]phenyl}-4-phenyl-7H-pyrrolo[2,3-d]pyrimidine CN(C(CCN=CC1=CC=C(C=C1)C=1N=C(C2=C(N1)N(C=C2)C2=CC=C(C=C2)C=NCCC(C)N(C)C)C2=CC=CC=C2)C)C